C(CCCC)OCOCCCC(CC(CC(CC(CC(CC(CC(CC(C)O)C)C)C)C)C)C)C 18-hydroxy-4,6,8,10,12,14,16-heptamethylnonadecyl pentyloxymethyl ether